3-[(4-methoxyphenyl)methyl]-1-[4-(2-tetrahydropyran-2-yloxy-ethyl)phenyl]hexahydropyrimidine-2,4-dione COC1=CC=C(C=C1)CN1C(N(CCC1=O)C1=CC=C(C=C1)CCOC1OCCCC1)=O